OC1=C(C=C(C=C1)\C=C\C(CC(C=CC1=CC(=C(C=C1)O)OC)=O)=O)OC (E)-1,7-bis(4-hydroxy-3-methoxyphenyl)-1,6-heptadien-3,5-dion